Methyl 2-{8-chloro-1,1,3-trioxo-4H-1lambda6-pyrido[4,3-e][1,2,4]thiadiazin-2-yl}acetate ClC1=NC=CC=2NC(N(S(C21)(=O)=O)CC(=O)OC)=O